FC(OC1=C(C=C(C=C1)SC)C1=NNC=C1NC(=O)C=1C=NN2C1N=CC=C2)F N-[3-[2-(difluoromethoxy)-5-methylsulfanyl-phenyl]-1H-pyrazol-4-yl]pyrazolo[1,5-a]pyrimidine-3-carboxamide